((methoxymethyl)sulfonamido)benzamide COCS(=O)(=O)NC1=C(C(=O)N)C=CC=C1